FC(C1=C(C=CC(=C1)C(F)(F)F)C1CCC2=C(N(C1=O)CC#CC=1N=NC(=CC1)S(=O)(=O)C)C=CC(=C2)F)(F)F 3-(2,4-bis(trifluoromethyl)phenyl)-7-fluoro-1-(3-(6-(methylsulfonyl)pyridazin-3-yl)prop-2-ynyl)-4,5-dihydro-1H-benzo[b]azepin-2(3H)-one